4,4'-biphenoltetra-aldehyde C1(=C(C(=C(C(=C1C=O)C=O)C1=CC=C(C=C1)O)C=O)C=O)O